C(C)(C)(C)OC(=O)N1CCN(CC1)CC=CC(=O)N1CC(CCC1)N1N=C(C=2C1=NC=NC2N)C2=CC=C(C=C2)OC2=CC=CC=C2 4-(4-(3-(4-amino-3-(4-phenoxyphenyl)-1H-pyrazolo[3,4-d]pyrimidin-1-yl)piperidin-1-yl)-4-oxobut-2-en-1-yl)piperazine-1-carboxylic acid tert-butyl ester